NCC1=CN(C(=C1)C1=C(C=CC=C1)F)S(=O)(=O)C=1C=NC=CC1 3-aminomethyl-5-(2-fluorophenyl)-1-(pyridine-3-ylsulfonyl)-1H-pyrrole